(2,6-diazaspiro[3.4]octan-6-yl)butan C1NCC12CN(CC2)CCCC